L-3-nitrophenylhydrazine [N+](=O)([O-])C=1C=C(C=CC1)NN